C1(CCC1)[C@H](CNC(=O)[C@@H]1[C@@H]([C@H]2CC[C@@H]1C2)NC(=O)C=2C(=CC(=C(OC1CCC(CC1)(C(=O)O)C)C2)F)OC)C2CC2 (1S,4s)-4-(5-(((1S,2R,3S,4R)-3-(((R)-2-cyclobutyl-2-cyclopropylethyl)carbamoyl)bicyclo[2.2.1]hept-2-yl)carbamoyl)-2-fluoro-4-methoxyphenoxy)-1-methylcyclohexane-1-carboxylic acid